N1=CC=C2N=CC(=CN12)C1=C(C=C2C=C(NC2=C1)CNC(C)=O)Cl N-{[6-(1,4,7a-triaza-6-indenyl)-5-chloro-2-indolyl]methyl}acetamide